ClC=1N=C2C(=C(C(N(C2=CC1)C)=O)C#N)N1CCC(CC1)OC1=CC(=CC=C1)OC 6-chloro-4-(4-(3-methoxyphenoxy)piperidin-1-yl)-1-methyl-2-oxo-1,2-dihydro-1,5-naphthyridine-3-carbonitrile